2'-(ethane-1,2-diylbis(5-carbamoyl-4-methoxy-1H-benzo[d]imidazole-1,2-diyl))bis(4-chloro-3-fluorobenzoic acid) C(CN1C(=NC2=C1C=CC(=C2OC)C(N)=O)C2=C(C(=O)O)C=CC(=C2F)Cl)N2C(=NC1=C2C=CC(=C1OC)C(N)=O)C1=C(C(=O)O)C=CC(=C1F)Cl